tert-butyl (1R,5S,6r)-6-[(2-pyridinyl)carbonyl]-3-azabicyclo[3.1.0]hexane-3-carboxylate N1=C(C=CC=C1)C(=O)C1[C@H]2CN(C[C@@H]12)C(=O)OC(C)(C)C